bis(p-glycidylphenyl)propane C(C1CO1)C1=CC=C(C=C1)C(C)(C)C1=CC=C(C=C1)CC1CO1